1-(3-((4-bromobenzyl)amino)-2-phenylimidazo[1,2-a]pyridin-5-yl)naphthalen-2-ol BrC1=CC=C(CNC2=C(N=C3N2C(=CC=C3)C3=C(C=CC2=CC=CC=C32)O)C3=CC=CC=C3)C=C1